O1C=C(C2=C1C=CC=C2)CN(CC(=O)O)C(=O)OCC2C1=CC=CC=C1C=1C=CC=CC21 2-{[(1-benzofuran-3-yl)methyl]({[(9H-fluoren-9-yl)methoxy]carbonyl})amino}acetic acid